NC1=NC(=CC=C1I)N 2,6-diamino-3-iodopyridine